(1R,2S,5S)-3-[(2S)-1-acetylpyrrolidine-2-carbonyl]-N-[(1S)-1-cyano-2-[(3S)-2-oxopyrrolidin-3-yl]ethyl]-6,6-dimethyl-3-azabicyclo[3.1.0]hexane-2-carboxamide C(C)(=O)N1[C@@H](CCC1)C(=O)N1[C@@H]([C@H]2C([C@H]2C1)(C)C)C(=O)N[C@@H](C[C@H]1C(NCC1)=O)C#N